bromo-2'-methyl-spiro[cyclopropane-1,1'-isoindoline]-3'-one BrC1=C2C(N(C3(C2=CC=C1)CC3)C)=O